C(C1=CC=CC=C1)N(CC1=CC=CC=C1)C(C=O)C (dibenzylamino)propanal